Tert-Butyl 3-(4-cyclopropylsulfanylphenyl)azetidine-1-carboxylate C1(CC1)SC1=CC=C(C=C1)C1CN(C1)C(=O)OC(C)(C)C